[Na].[Na].C1(=C(C(=CC=C1)S(=O)(=O)ON)S(=O)(=O)ON)C=CC1=CC=CC=C1 di-amino stilbenedisulfonate disodium